ClC=1C(=NC(=NC1)NC1=C2C=NN(C2=CC=C1)C)NCC 5-chloro-N4-ethyl-N2-(1-methyl-1H-indazol-4-yl)pyrimidine-2,4-diamine